(4-(2-(3-fluorophenyl)-4,4-dimethylpyrrolidin-1-yl)-7H-pyrrolo[2,3-d]pyrimidin-7-yl)thiazol-5-amine FC=1C=C(C=CC1)C1N(CC(C1)(C)C)C=1C2=C(N=CN1)N(C=C2)C=2SC(=CN2)N